1-(2-bromo-4-chlorophenyl)-4-(trifluoromethyl)-1H-1,2,3-triazole-5-carboxylic acid BrC1=C(C=CC(=C1)Cl)N1N=NC(=C1C(=O)O)C(F)(F)F